C(C)(C)C1=C(C(=CC=C1)C(C)C)N1C(CC(C1=[Ru-2]=CC1=C(C=CC=C1)OC(C)C)(C1=CC=CC=C1)C)(C)C [1-(2,6-diisopropylphenyl)-2,2,4-trimethyl-4-phenyl-5-pyrrolidinylidene](2-isopropoxyphenylmethylene)ruthenium (II)